4'-((1R,5S)-3,8-diazabicyclo[3.2.1]octan-3-yl)-4-chloro-2'-(((2R,7aS)-2-fluorotetrahydro-1H-pyrrolizin-7a(5H)-yl)methoxy)-2,3,5',8'-tetrahydrospiro[indene-1,7'-pyrano[4,3-d]pyrimidine] [C@H]12CN(C[C@H](CC1)N2)C=2C1=C(N=C(N2)OC[C@]23CCCN3C[C@@H](C2)F)CC2(OC1)CCC1=C(C=CC=C12)Cl